5-(4-(2-(4-((1-(5-(difluoromethyl)-5H-pyrido[4,3-b]indol-7-yl)piperidin-4-yl)methyl)piperazin-1-yl)ethyl)piperidin-1-yl)-2-(2,6-dioxopiperidin-3-yl)isoindoline-1,3-dione FC(N1C2=C(C=3C=CC(=CC13)N1CCC(CC1)CN1CCN(CC1)CCC1CCN(CC1)C=1C=C3C(N(C(C3=CC1)=O)C1C(NC(CC1)=O)=O)=O)C=NC=C2)F